(((5-Chloropyridin-3-yl)methyl)amino)-6-(3,5-dimethylisoxazol-4-yl)-N-(1-methylpiperidin-4-yl)quinazoline-2-carboxamide ClC=1C=C(C=NC1)CNC1=NC(=NC2=CC=C(C=C12)C=1C(=NOC1C)C)C(=O)NC1CCN(CC1)C